CC1=C(C=NC(=C1C(=O)NC1=CC(=CC=C1)[S@@](=O)(=N)C)N1C[C@H](OCC1)C(F)(F)F)C(F)(F)F 4-methyl-N-(3-((R)-S-methylsulfonimidoyl)phenyl)-5-(trifluoromethyl)-2-((S)-2-(trifluoromethyl)morpholino)nicotinamide